2-(4-((4-chlorobenzyl)oxy)phenyl)-5-(4-chlorophenyl)-4-methyl-1H-imidazole ClC1=CC=C(COC2=CC=C(C=C2)C=2NC(=C(N2)C)C2=CC=C(C=C2)Cl)C=C1